C1(=CC=CC=C1)P(=O)(C1=CC2=C(SC3=C2C=C(C=C3)P(=O)(C3=CC=CC=C3)C3=CC=CC=C3)C=C1)C1=CC=CC=C1 2,8-di(diphenyl-phosphinyl)dibenzothiophene